4-((3R,5S)-3-cyclopropyl-5-methylpiperazin-1-yl)-2-ethyl-N-(8-fluoro-2-methylimidazo[1,2-a]pyridin-6-yl)-2H-indazole-7-carboxamide C1(CC1)[C@@H]1CN(C[C@@H](N1)C)C=1C2=CN(N=C2C(=CC1)C(=O)NC=1C=C(C=2N(C1)C=C(N2)C)F)CC